(E)-2-(4-Nitro-2-styrylphenyl)-1,3-dioxane [N+](=O)([O-])C1=CC(=C(C=C1)C1OCCCO1)\C=C\C1=CC=CC=C1